O[C@@H]1[C@@H]([C@H]([C@@]2(OC3=C([C@@]21O)C(=CC(=C3)OC)OC)C3=CC=C(C=C3)OC)C3=CC=CC=C3)C(=O)OC |&1:1,2| methyl (1R/S,2R/S,3S,3aR,8bS)-1,8b-dihydroxy-6,8-dimethoxy-3a-(4-methoxyphenyl)-3-phenyl-2,3,3a,8b-tetrahydro-1H-cyclopenta[b]benzofuran-2-carboxylate